rac-(5S,7S)-2-(difluoromethylthio)-7-fluoro-5-phenyl-6,7-dihydro-5H-pyrrolo[1,2-b][1,2,4]triazole FC(SC=1N=C2N(N1)[C@@H](C[C@@H]2F)C2=CC=CC=C2)F |r|